1,3-diphenyl-but-3-en-1-one oxime C1(=CC=CC=C1)C(CC(=C)C1=CC=CC=C1)=NO